xanthosinealdehyde [C@]1([C@H](O)[C@H](O)[C@@H](CO)O1)(N1C=NC=2C(=O)NC(=O)NC12)C=O